ethyl 2-hydroxy-4-carbonyl-4H-pyrido[1,2-a]pyrimidine-3-carboxylate OC=1N=C2N(C(C1C(=O)OCC)=C=O)C=CC=C2